Cl.C(C)(C)NC=1N(C(C2=C(N1)CN[C@@H](C2)C)=O)C2=NN(C(=C2)C(=O)NC)C (R)-3-(2-(Isopropylamino)-6-methyl-4-oxo-5,6,7,8-tetrahydropyrido[3,4-d]pyrimidin-3(4H)-yl)-N,1-dimethyl-1H-pyrazole-5-carboxamide hydrochloride